ClC=1N=CC(=NC1)C=O 5-chloro-pyrazine-2-carbaldehyde